3-(4-((2-chloro-1H-imidazol-1-yl)methyl)phenyl)-4-fluoro-5-isobutylthiophene-2-sulfonamide ClC=1N(C=CN1)CC1=CC=C(C=C1)C1=C(SC(=C1F)CC(C)C)S(=O)(=O)N